COC1=CC=C(C=C1)C=1N=C(C=2N(C1C=1C=CC=3N(C1)C(=CN3)C)N=NN2)N 6-(4-methoxyphenyl)-5-(3-methylimidazo[1,2-a]pyridin-6-yl)tetrazolo[1,5-a]pyrazin-8-amine